3-(2-ethoxypyridin-3-yl)-2-fluorobenzamide C(C)OC1=NC=CC=C1C=1C(=C(C(=O)N)C=CC1)F